1,3,4,5,6-penta-O-acetyl-2-O-methyl-galactitol C(C)(=O)OC[C@H](OC)[C@@H](OC(C)=O)[C@@H](OC(C)=O)[C@H](OC(C)=O)COC(C)=O